trimethylolethane tris(2-mercaptobutyrate) SC(C(=O)O)CC.SC(C(=O)O)CC.SC(C(=O)O)CC.C(O)C(C)(CO)CO